3-(5-(4-((4-(4-((2-amino-9-chloro-10-oxo-10H-chromeno[3,2-b]pyridin-3-yl)oxy)phenyl)piperazin-1-yl)methyl)piperidin-1-yl)-1-oxoisoindolin-2-yl)piperidine-2,6-dione NC1=C(C=C2C(=N1)C(C=1C(=CC=CC1O2)Cl)=O)OC2=CC=C(C=C2)N2CCN(CC2)CC2CCN(CC2)C=2C=C1CN(C(C1=CC2)=O)C2C(NC(CC2)=O)=O